FC(C1CNCC12CC2)F 7-(difluoromethyl)-5-azaspiro[2.4]heptane